FC(OC1=NC=CC(=C1)CNC(=O)N[C@@H]1[C@H]2CC[C@@H](C1)O2)F |r| 1-[[2-(difluoromethoxy)pyridin-4-yl]methyl]-3-[rac-(1R,2S,4S)-7-oxabicyclo[2.2.1]heptan-2-yl]urea